NCC(CCC(CN)C)C 1,6-diamino-2,5-dimethylhexane